O=C(C(=O)OCC)CC(C1=C(C=CC=C1)Br)=O ethyl 2,4-dioxo-4-o-bromophenylbutyrate